ClC=1C=2C(=N[C@H](C3=NN=C(N3C2C=NC1C)C)C)C1=C(C=CC=C1F)F (7S)-11-chloro-9-(2,6-difluorophenyl)-3,7,12-trimethyl-2,4,5,8,13-pentazatricyclo[8.4.0.02,6]tetradeca-1(10),3,5,8,11,13-hexaene